2-(4-(5-methylthiophen-2-yl)-3-oxopiperazin-1-yl)-2-oxoethyl methylsulfamate CNS(OCC(=O)N1CC(N(CC1)C=1SC(=CC1)C)=O)(=O)=O